(Z)-N-(4-bromo-2-fluorophenyl)isobutyrohydrazonoyl cyanide BrC1=CC(=C(C=C1)N\N=C(\C(C)C)/C#N)F